C1NCC2C1CCN(CC2)C2=NC=C(C(=N2)C2=CC=C(C#N)C=C2)C=2C=NC(=CC2)C 4-[2-(2,3,3a,4,5,7,8,8a-octahydro-1H-pyrrolo[3,4-d]azepin-6-yl)-5-(6-methylpyridin-3-yl)pyrimidin-4-yl]benzonitrile